2-[1-[2-[[1-[2-(4-methylpiperazin-1-yl)-2-oxo-ethyl]pyrazol-4-yl]amino]-[1,2,4]triazolo[1,5-a]pyridin-8-yl]-3-[4-(2-phenylethyl)pyrazol-1-yl]azetidin-3-yl]acetonitrile CN1CCN(CC1)C(CN1N=CC(=C1)NC1=NN2C(C(=CC=C2)N2CC(C2)(N2N=CC(=C2)CCC2=CC=CC=C2)CC#N)=N1)=O